S1(C=CC=C1)CC(=O)O 2-(thiophene-1-yl)acetic acid